N-Cbz-L-glutamic acid anhydride C(=O)(OCC1=CC=CC=C1)N[C@H]1CCC(=O)OC1=O